FC=1C(=NC(=NC1)NC1CCN(CC1)C(=O)N1C=NC=C1)C=1C=C(C=CC1)N1C(C=CC=C1)=O 1-[3-[5-fluoro-2-[[1-(imidazole-1-carbonyl)-4-piperidyl]amino]pyrimidin-4-yl]phenyl]pyridin-2-one